CN1C(C2=C(C(=C1)C1=NN(C=C1C1=CC=C(C=C1)C)C)C=C(N2)C(=O)NC=2C=NNC2)=O 6-methyl-4-(1-methyl-4-(p-tolyl)-1H-pyrazol-3-yl)-7-oxo-N-(1H-pyrazol-4-yl)-6,7-dihydro-1H-pyrrolo[2,3-c]pyridine-2-carboxamide